2-(2,6-dioxopiperidin-3-yl)-4-(((1-(1-propionylpiperidin-4-yl)-1H-pyrazol-4-yl)methyl)amino)isoindoline-1,3-dione O=C1NC(CCC1N1C(C2=CC=CC(=C2C1=O)NCC=1C=NN(C1)C1CCN(CC1)C(CC)=O)=O)=O